NC=1C(=NN(C1NN)C)C 4-amino-1,3-dimethyl-5-hydrazinylpyrazole